N-(2-furoyl)piperazine C1CN(CCN1)C(=O)C2=CC=CO2